(E)-(2-(chloromethyl)-3-fluoroallyl) carbamate C(N)(OC/C(=C\F)/CCl)=O